3-(2-octyldodecyl)-5-tributylstannylthiophene C(CCCCCCC)C(CC1=CSC(=C1)[Sn](CCCC)(CCCC)CCCC)CCCCCCCCCC